(3S,6S,8aS)-5-oxo-6-(4-phenoxybenzamido)octahydroindolizine-3-carboxylic acid tert-butyl ester C(C)(C)(C)OC(=O)[C@@H]1CC[C@@H]2CC[C@@H](C(N12)=O)NC(C1=CC=C(C=C1)OC1=CC=CC=C1)=O